chloro(2-dicyclohexylphosphino-2',4,6'-tri-isopropyl-1,1'-biphenyl) ClC=1C(=C(C=CC1C(C)C)C1=C(C=CC=C1C(C)C)C(C)C)P(C1CCCCC1)C1CCCCC1